C(C1=CC=CC=C1)[N+](=C\C=C\CCCCC)[O-] (2e)-N-benzyloct-2-en-1-imine oxide